5-chloro-2-(2-fluoro-4-pyridinyl)-4-(1,4-oxaazepan-4-yl)-1H-pyrimidin-6-one ClC1=C(N=C(NC1=O)C1=CC(=NC=C1)F)N1CCOCCC1